N1CCC(CC1)C1=CC=2C(=NC=CN2)N(C1=O)CC1=NC=CN=C1OCC(F)(F)F 7-(piperidin-4-yl)-5-((3-(2,2,2-trifluoroethoxy)pyrazin-2-yl)methyl)pyrido[2,3-b]pyrazin-6(5H)-one